2-cyano-3-methoxy-6-methyl-(4,4-bipyridine)-3-carboxylic acid C(#N)C1N=C(C=C(C1(C(=O)O)OC)C1=CC=NC=C1)C